1-[[[1-[3-[2-(7-chloro-2-quinolinyl) vinyl] phenyl]-3-[2-(1-hydroxy-1-methylethyl) phenyl] propyl] thio] methyl] cyclopropanecarboxylate hydrochloride Cl.C1(CC1)C(=O)OCSC(CCC1=C(C=CC=C1)C(C)(C)O)C1=CC(=CC=C1)C=CC1=NC2=CC(=CC=C2C=C1)Cl